CN1C(=NC(=C1)[N+](=O)[O-])C(=O)N 1-methyl-4-nitro-1H-imidazole-2-carboxamide